3-(chloropropyl)benzene ClCCCC=1C=CC=CC1